OC1=C(C(=CC(=C1)C(F)(F)F)C)C=1C=CC=2C(N1)=NN(C2)C2CCC(N(C2)C)=O 5-(6-(2-hydroxy-6-methyl-4-(trifluoromethyl)phenyl)-2H-pyrazolo[3,4-b]pyridin-2-yl)-1-methylpiperidin-2-one